N(=C=O)C1=C(C=CC(=C1)N=C=O)C1=CC=CC=C1 2,4-diisocyanatobiphenyl